N-(4-(trifluoromethyl)benzyl)ethanamine FC(C1=CC=C(CNCC)C=C1)(F)F